CC1(O[C@]2([C@@H](O1)[C@@H](O[C@@H]2CC2=C(C=C(C=C2)Cl)CO[Si](C)(C)C(C)(C)C)N2C=CC1=C2N=CN=C1C)C)C [2-[[(3aR,4R,6R,6aR)-2,2,3a-trimethyl-6-(4-methylpyrrolo[2,3-d]pyrimidin-7-yl)-6,6a-dihydro-4H-furo[3,4-d][1,3]dioxol-4-yl]methyl]-5-chloro-phenyl]methoxy-tert-butyl-dimethyl-silane